ClC1=C2C(=NN(C2=CC=C1)S(=O)(=O)C1=CC=C(C=C1)C(CF)(F)F)N1CC(C(C1)(F)F)(F)F 4-chloro-3-(3,3,4,4-tetrafluoropyrrolidin-1-yl)-1-[4-(1,1,2-trifluoroethyl)phenyl]sulfonyl-indazole